di-(1-heptyl)phenyl-phosphine C(CCCCCC)P(C1=CC=CC=C1)CCCCCCC